C(#N)C=1C=NN2C1C(=CC(=C2)OCC)C=2C=CC(=NC2)N2CCC(CC2)(CN(C)C)NC(OCC(C)(C)C)=O neopentyl (1-(5-(3-cyano-6-ethoxypyrazolo[1,5-a]pyridin-4-yl)pyridin-2-yl)-4-((dimethylamino)methyl)piperidin-4-yl)carbamate